5-bromo-3-methyl-2-nitrothiophene BrC1=CC(=C(S1)[N+](=O)[O-])C